BrC1N(N2C(N(C(=C(C2=O)N2CCN(CC2)C(=O)[O-])CC)CC(NC2=CC=C(C=C2)S(F)(F)(F)(F)F)=O)=N1)C(C)(C)C 4-(2-bromo-5-ethyl-7-oxo-4-(2-oxo-2-((4-(pentafluoro-λ6-sulfanyl)phenyl)amino)ethyl)-Tert-butyl 4,7-dihydro-[1,2,4]triazolo[1,5-a]pyrimidin-6-yl)piperazine-1-carboxylate